(R,Z)-N-(4-((4-([1,2,4]triazolo[1,5-a]pyridin-7-yloxy)-2-methoxy-5-methylphenyl)amino)quinazolin-6-yl)-2-fluoro-3-(1-methylpyrrolidin-2-yl)acrylamide N=1C=NN2C1C=C(C=C2)OC2=CC(=C(C=C2C)NC2=NC=NC1=CC=C(C=C21)NC(/C(=C/[C@@H]2N(CCC2)C)/F)=O)OC